ClC1=NC(=C2C(=N1)N(N=C2)[C@H]2[C@@H]([C@@H]([C@H](O2)CO[C@](CO)(C)P(O)(O)=O)O)O)NC2CCC2 ((R)-2-(((2R,3S,4R,5R)-5-(6-chloro-4-(cyclobutylamino)-1H-pyrazolo[3,4-d]pyrimidin-1-yl)-3,4-dihydroxytetrahydrofuran-2-yl)methoxy)-1-hydroxypropan-2-yl)phosphonic acid